2-chloro-5-methyl-1H-indole-3-carboxaldehyde ClC=1NC2=CC=C(C=C2C1C=O)C